1-(chloromethyl)-4-(trifluoromethyl)benzene ClCC1=CC=C(C=C1)C(F)(F)F